copper-platinum-ruthenium [Ru].[Pt].[Cu]